C(C)C1(CCC(CC1)N1CC(C1)C(F)(F)F)N1N=C(C(=C1)C(=O)N)NC1=CC=C(C=C1)S(=O)(=O)C 1-[1-ethyl-4-[3-(trifluoromethyl)azetidin-1-yl]cyclohexyl]-3-(4-methylsulfonylanilino)pyrazole-4-carboxamide